(E)-3-[4-(Hydroxyamino)phenyl]-1-(4-hydroxyphenyl)prop-2-en-1-one ONC1=CC=C(C=C1)/C=C/C(=O)C1=CC=C(C=C1)O